C(C)OC([C@@H](C(CC(C)C)C#N)CC)=O (R)-3-cyano-2-ethyl-5-methylhexanoic acid ethyl ester